OC1(CCC(CC1)NC(OC(C)(C)C)=O)CO Tert-butyl [trans-4-hydroxy-4-(hydroxymethyl)cyclohexyl]carbamate